N-(3-bromobenzyl)pyridine-2-amine BrC=1C=C(CNC2=NC=CC=C2)C=CC1